CC(C)(C)OC(CCC(C)C)=O 4-methylpentanoic acid 2-methylpropan-2-yl ester